C(C)N(C(C1=C(C=CC(=C1)F)C1=C2C=NN(C2=CC(=C1)C1CN(C1)[C@H](C(C)C)CCCN1CCC(CC1)OC)C)=O)C(C)C N-ethyl-5-fluoro-2-(6-{1-[(3S)-6-(4-methoxypiperidin-1-yl)-2-methylhexane-3-yl]azetidin-3-yl}-1-methyl-1H-indazol-4-yl)-N-(isopropyl)benzamide